C(O[C@@H]1C2(CCC(C1)(CC2)NC(COC2=CC(=C(C=C2)Cl)F)=O)NC(COC2=CC(=C(C=C2)Cl)F)=O)(OCI)=O (2S)-1,4-bis[2-(4-chloro-3-fluorophenoxy)acetamido]bicyclo[2.2.2]octan-2-yl Iodomethyl Carbonate